ClC1=C2C(=NC=C1)C(=CS2)C=C 7-chloro-3-vinylthieno[3,2-b]pyridine